FC(OCC(=O)C1=CC=CC=C1)F difluoromethoxyacetophenone